ClC1=C(C(=O)OC(C)(C)C)C(=CC(=C1)COCCCN1N=NC2=C1C=CC(=C2C)C=O)Cl tert-butyl 2,6-dichloro-4-[[3-[5-formyl-4-methyl-1H-1,2,3-benzotriazol-1-yl] propoxy] methyl]benzoate